3-methoxycarbonyl-benzoic acid COC(=O)C=1C=C(C(=O)O)C=CC1